[Na+].C(C1=CC=CC=C1)(=O)[O-].C(C1=CC=CC=C1)(=O)[O-].FC1=C(C=CC=C1)S(=O)(=O)NC1=CC2=C(OCCN2S(=O)(=O)C2=CC=C(C=C2)F)C=C1.[Na+] fluoro-N-(4-((4-fluorophenyl)sulfonyl)-3,4-dihydro-2H-benzo[b][1,4]oxazin-6-yl)benzenesulfonamide dibenzoate sodium